3-(2-chloropyrimidin-4-yl)-1-methyl-6-nitro-indole ClC1=NC=CC(=N1)C1=CN(C2=CC(=CC=C12)[N+](=O)[O-])C